N-((4'-(Dimethylamino)-[1,1'-biphenyl]-4-yl)methyl)-N-(3-((oxazol-2-ylamino)methyl)phenyl)cyclohexanecarboxamide CN(C1=CC=C(C=C1)C1=CC=C(C=C1)CN(C(=O)C1CCCCC1)C1=CC(=CC=C1)CNC=1OC=CN1)C